tert-butyl N-[6-[(3R)-3-allyl-5-oxo-morpholin-4-yl]-2-[5-[1-benzyloxy-1-(trifluoromethyl)pent-4-enyl]-1,3,4-oxadiazol-2-yl]-5-(trifluoromethyl)-3-pyridyl]carbamate C(C=C)[C@H]1N(C(COC1)=O)C1=C(C=C(C(=N1)C=1OC(=NN1)C(CCC=C)(C(F)(F)F)OCC1=CC=CC=C1)NC(OC(C)(C)C)=O)C(F)(F)F